1-(cyclohexylmethyl)-5-(2,4-difluorophenoxy)-N-(2-(dimethylamino)ethyl)-2H-indazole-6-carboxamide C1(CCCCC1)CN1NCC2=CC(=C(C=C12)C(=O)NCCN(C)C)OC1=C(C=C(C=C1)F)F